(E)-2-(1-((4'-Chloro-[1,1'-biphenyl]-4-yl)methylene)-5-fluoro-2-methyl-1H-inden-3-yl)acetic acid ClC1=CC=C(C=C1)C1=CC=C(C=C1)\C=C\1/C(=C(C2=CC(=CC=C12)F)CC(=O)O)C